trimethoxyaluminum CO[Al](OC)OC